NC1=NC(=CC(=C1)NC(CCC)CCC)CC1=C(C=C(C=C1)C(=O)N1CCNCC1)OC 2-amino-4-(heptane-4-ylamino)-6-(2-methoxy-4-(piperazine-1-carbonyl)benzyl)pyridin